L-1-ethyl-3-methylimidazole bis(trifluoromethanesulfonyl)imide salt [N-](S(=O)(=O)C(F)(F)F)S(=O)(=O)C(F)(F)F.C(C)N1CN(C=C1)C